3-(Bis(4-methoxyphenyl)(phenyl)methoxy)cyclohexane-1-thiol COC1=CC=C(C=C1)C(OC1CC(CCC1)S)(C1=CC=CC=C1)C1=CC=C(C=C1)OC